(E)-N-(2-(1-cyano-2-phenyl-vinyl)phenyl)formamide C(#N)\C(=C\C1=CC=CC=C1)\C1=C(C=CC=C1)NC=O